OC1=C(C=CC(=C1)C)S(=O)(=O)N1[C@@H](CCC1)C(=O)OCCCC Butyl ((2-hydroxy-4-methylphenyl)sulfonyl)-L-prolinate